7-(4-(4-(dimethylamino)benzyl)piperazin-1-yl)-1-ethyl-6-fluoro-4-oxo-1,4-dihydroquinoline-3-carboxylic acid CN(C1=CC=C(CN2CCN(CC2)C2=C(C=C3C(C(=CN(C3=C2)CC)C(=O)O)=O)F)C=C1)C